F[Sb-](F)(F)(F)(F)F.C(C)C1=CC=C(C=C1)C=1C(=C2C=CC=C3[Se]C=4C=CC=CC4[N+](=C23)C1)C1=CC=C(C=C1)CC 2,3-bis(4-ethylphenyl)pyrido[3,2,1-kl]phenoselenazin-12-ium hexafluoroantimonate